C(C(=C)C)(=O)N1CN(CN(C1)C(C(=C)C)=O)C(C(=C)C)=O 1,3,5-trimethacryloylhexahydro-1,3,5-triazine